(2S,4R)-N-((S)-1-(4-cyanophenyl)ethyl)-4-hydroxypyrrolidine-2-carboxamide C(#N)C1=CC=C(C=C1)[C@H](C)NC(=O)[C@H]1NC[C@@H](C1)O